COC1=CC=C(C=C1)C1=NOC(=N1)N1CCC(CC1)C(=O)NCC1COCC1 1-(3-(4-Methoxyphenyl)-1,2,4-oxadiazol-5-yl)-N-((tetrahydrofuran-3-yl)methyl)piperidine-4-carboxamide